N-(1-(4-bromo-2,6-dimethylphenyl)-4-carbamoyl-1H-pyrazol-3-yl)pyrimidine-4-carboxamide BrC1=CC(=C(C(=C1)C)N1N=C(C(=C1)C(N)=O)NC(=O)C1=NC=NC=C1)C